ONC(=O)C1=CC2=C(OCCN2CC2=CC=C(C=C2)S(=O)(=O)C)C=C1 N-hydroxy-4-(4-(methylsulfonyl)benzyl)-3,4-dihydro-2H-benzo[b][1,4]oxazine-6-carboxamide